N-(4-((2S,4R)-4-Amino-2-(hydroxymethyl)pyrrolidin-1-yl)-2-methylbenzo[d]thiazol-5-yl)-2-(3-cyano-2-fluoro-6-(methoxy-d3)phenyl)pyrimidine-4-carboxamide N[C@@H]1C[C@H](N(C1)C1=C(C=CC2=C1N=C(S2)C)NC(=O)C2=NC(=NC=C2)C2=C(C(=CC=C2OC([2H])([2H])[2H])C#N)F)CO